N1(CCCC2=CC=CC=C12)C(=O)C1=CC=C(C=C1)C1=NOC(C1)(C(F)(F)F)C1=CC=C(C=C1)OC (3,4-dihydroquinolin-1(2H)-yl)(4-(5-(4-methoxyphenyl)-5-(trifluoromethyl)-4,5-dihydroisoxazol-3-yl)phenyl)methanone